IC1=CN(C=2N=CN=C(C21)N)[C@H]2[C@H](O)[C@H](O)[C@H](O2)CO 5-Iodo-7-β-D-ribofuranosyl-7H-pyrrolo[2,3-d]pyrimidin-4-amine